N1(C=NC=C1)CC=1SC2=C(N(C=3C(N(N=CC32)CC3=C2C=NNC2=CC=C3)=O)C)N1 2-((1H-imidazol-1-yl)methyl)-6-((1H-indazol-4-yl)methyl)-4-methyl-4,6-dihydro-5H-thiazolo[5',4':4,5]pyrrolo[2,3-d]pyridazin-5-one